C(C)OC(CCC1=CC=C(C=C1)S(=O)(=O)CC)=O 3-(4-(ethylsulfonyl)phenyl)propionic acid ethyl ester